O1C=NC2=C1C=CC(=C2)CN(C(C(=O)OC)=O)C(C)C2=NC=CC=C2F methyl 2-((benzo[d]oxazol-5-ylmethyl)(1-(3-fluoropyridin-2-yl)ethyl)amino)-2-oxoacetate